3-((3-((8-methyl-8-azabicyclo[3.2.1]oct-3-yl)oxy)-3-oxopropyl)amino)-7-(trifluoromethoxy)benzo[e][1,2,4]triazine-1,4-dioxide CN1C2CC(CC1CC2)OC(CCNC=2N=[N+](C1=C([N+]2[O-])C=CC(=C1)OC(F)(F)F)[O-])=O